tert-butyl (3-acetamido-2,4-dichlorophenyl)carbamate C(C)(=O)NC=1C(=C(C=CC1Cl)NC(OC(C)(C)C)=O)Cl